C(C)N1N=CC2=C1N(C(C=1C=C(C=C(C21)C(C)NC2=C(C=CC=C2)C=2C=NN(C2)CCO)C)=O)C 3-Ethyl-9-(1-((2-(1-(2-hydroxyethyl)-1H-pyrazol-4-yl)phenyl)amino)ethyl)-4,7-dimethyl-3,4-dihydro-5H-pyrazolo[3,4-c]isoquinolin-5-one